(S)-4-(8-cyano-2,3-dihydrobenzo[b][1,4]dioxin-5-yl)-5-ethoxy-2,8-dimethyl-1,4-dihydro-1,6-naphthyridine-3-formamide C(#N)C1=CC=C(C2=C1OCCO2)[C@@H]2C(=C(NC1=C(C=NC(=C21)OCC)C)C)C(=O)N